(S)-2-(6-bromo-2,3-dihydro-1H-inden-1-yl)acetic acid BrC1=CC=C2CC[C@H](C2=C1)CC(=O)O